(S)-N-(2-ethyl-4-methyl-5-oxo-5,6,7,8-tetrahydro-4H-pyrazolo[1,5-a][1,3]diazepin-6-yl)-1-(2-fluorobenzyl)-1H-1,2,4-triazole-3-carboxamide C(C)C1=NN2C(N(C([C@H](CC2)NC(=O)C2=NN(C=N2)CC2=C(C=CC=C2)F)=O)C)=C1